C(C1=CC=CC=C1)OCCN[C@H](C)C1=C(C(=C(C(=C1)OC)C1CC1)OC)C (1R)-N-[2-(benzyloxy)ethyl]-1-(4-cyclopropyl-3,5-dimethoxy-2-methylphenyl)ethane-1-amine